ClC1=C(C(=C(C=C1OC)OC)Cl)C1=CC=2C(=NC(=NC2)NC)N2C1=NC(=N2)CCCN2C(CN(CC2)C(C=C)=O)(C)C 1-(4-(3-(4-(2,6-dichloro-3,5-dimethoxyphenyl)-8-(methylamino)-[1,2,4]triazolo[1',5':1,6]pyrido[2,3-d]pyrimidin-2-yl)propyl)-3,3-dimethylpiperazin-1-yl)prop-2-en-1-one